C(C)(C)[C@H]1CC[C@H](CC1)OC[C@@H]1N(CCC[C@@H]1NS(=O)(=O)C)C(=O)N(C)C cis-2-(((cis-4-isopropylcyclohexyl)oxy)methyl)-N,N-dimethyl-3-((methylsulfonyl)amino)piperidine-1-carboxamide